2-{[4-Chloro-3-(4-cyano-6-trifluoromethyl-pyridin-3-yl)-benzoyl-methyl-amino]-phenoxy}-propionic acid 1-cyclohexyloxycarbonyloxy-ethyl ester C1(CCCCC1)OC(=O)OC(C)OC(C(C)OC1=C(C=CC=C1)N(C)C(C1=CC(=C(C=C1)Cl)C=1C=NC(=CC1C#N)C(F)(F)F)=O)=O